3-nitro-N-(4-(piperidin-4-yl)butyl)benzenesulfonamide [N+](=O)([O-])C=1C=C(C=CC1)S(=O)(=O)NCCCCC1CCNCC1